C(C)(=O)OC=1C(C(=O)O)=CC=CC1.C(C)(=O)OC=1C(C(=O)O)=CC=CC1.[Al] aluminum bis(acetylsalicylic acid)